1-(2-ethoxyethyl)-1H-imidazo[4,5-b]Pyrazine-6-carboxylic acid C(C)OCCN1C=NC=2C1=NC(=CN2)C(=O)O